(R)-(+)-1-amino-2-(methoxymethyl)pyrrolidine COC[C@H]1CCCN1N